CN1C(C=CC(=C1)C)=O 1,5-dimethyl-1,2-dihydropyridin-2-one